ClC=1N=C(C2=C(N1)CCN(C2)C)NCC2(COC2)N(CC2=CC=CC=C2)CC2=CC=CC=C2 2-chloro-N-((3-(dibenzylamino)oxetane-3-yl)methyl)-6-methyl-5,6,7,8-tetrahydropyrido[4,3-d]pyrimidin-4-amine